C(C)(=O)NCCCC[C@H](NC=1C=C2C(N(C(C2=CC1)=O)C1C(NC(CC1)=O)=O)=O)C(=O)O N6-acetyl-N2-(2-(2,6-dioxopiperidin-3-yl)-1,3-dioxoisoindolin-5-yl)-L-lysine